(R)-N-(8,9-difluoro-4,6-dioxo-1,4,5,6-tetrahydro-2H-pyrano[3,4-c]isoquinolin-1-yl)-6-(difluoromethyl)-5-fluoro-N-methyl-1H-indole-2-carboxamide FC=1C(=CC=2C3=C(NC(C2C1)=O)C(OC[C@@H]3N(C(=O)C=3NC1=CC(=C(C=C1C3)F)C(F)F)C)=O)F